OC(C(=O)NC=1N=C2N(N=C(C=C2)C2=NC(=C(C(=O)O)C=C2)OC)C1)(C)C 2-(2-hydroxy-2-methylpropanamidyl)imidazo[1,2-b]pyridazin-6-yl-2-methoxynicotinic acid